N(N)C(=O)C=1C(=C(C(=NC1COC1=CC=C(C=C1)F)CC(C)C)C(=O)N)C=1SC(=CC1)C(=O)N[C@@H]1CCC2=CC=CC=C12 5-(diazanylcarbonyl)-6-{[(4-fluorophenyl)oxy]methyl}-4-[5-({[(1R)-2,3-dihydro-1H-indenyl]amino}carbonyl)thiophen-2-yl]-2-(2-methylpropyl)pyridine-3-carboxamide